N1=CC(=CC=C1)SC=1C=2N(C(=NC1)N1CCC3(CCC[C@H]3N)CC1)N=CN2 (R)-8-(8-(pyridin-3-ylthio)-[1,2,4]triazolo[1,5-c]pyrimidin-5-yl)-8-azaspiro[4.5]decan-1-amine